1-(morpholin-2-yl)ethan-1-ol N1CC(OCC1)C(C)O